(7S)-4,7-difluoro-7-isopropyl-N-[(1R)-3-[2-(2-hydroxyethyl)-1-piperidyl]-1-(6-pyridazin-4-yl-3-pyridyl)propyl]-6,8-dihydro-5H-acridine-2-carboxamide FC1=CC(=CC2=CC=3C[C@@](CCC3N=C12)(C(C)C)F)C(=O)N[C@H](CCN1C(CCCC1)CCO)C=1C=NC(=CC1)C1=CN=NC=C1